4-(1H-indazol-5-yl)-6-(piperidin-4-yl)-N-(3-(trifluoromethyl)phenyl)-1,3,5-triazin-2-amine N1N=CC2=CC(=CC=C12)C1=NC(=NC(=N1)C1CCNCC1)NC1=CC(=CC=C1)C(F)(F)F